3'-[1,4,7-triazacyclononane-1,4-diylbis(methylene)]bis[N-(1,3-dihydroxypropan-2-yl)-2-hydroxy-5-methylbenzamide] N1(CCN(CCNCC1)CC=1C(=C(C(=O)NC(CO)CO)C=C(C1)C)O)CC=1C(=C(C(=O)NC(CO)CO)C=C(C1)C)O